FC1=CC=C(CN2N=CC(=C2C)CNC(OC(C)(C)C)=O)C=C1 tert-butyl ((1-(4-fluorobenzyl)-5-methyl-1H-pyrazol-4-yl)methyl)carbamate